O1C=C(C2=C1C=CC=C2)C[C@H](NC(=O)C2C1(C2)C2CCC(C1)O2)B(O)O ((1R)-2-(benzofuran-3-yl)-1-(7-oxaspiro[bicyclo[2.2.1]heptane-2,1'-cyclopropane]-2'-carboxamido)ethyl)boronic acid